N[C@H](C(=O)OCC)CNC(=O)N[C@@H]1CCC2=CC=CC=C12 (S)-ethyl 2-amino-3-(3-((R)-2,3-dihydro-1H-inden-1-yl) ureido)propanoate